C1(CC1)C1=NC=NC(=C1C=1N=C(C2=C(N1)NC=C2C#N)OCC=2C=NC(=C(C2)F)C=2N(C=C(N2)C(F)(F)F)C)OC 2-(4-cyclopropyl-6-methoxy-pyrimidin-5-yl)-4-[[5-fluoro-6-[1-methyl-4-(trifluoromethyl)imidazol-2-yl]-3-pyridyl]methoxy]-7H-pyrrolo[2,3-d]pyrimidine-5-carbonitrile